C(C1=CC=CC=C1)NC(N(C1=CC=C(C=C1)C=1CCN(CC1)C)[C@@H]1CC[C@H](CC1)NC1=NC=C(C=C1)C#N)=O 3-benzyl-1-(trans-4-((5-cyanopyridin-2-yl)amino)cyclohexyl)-1-(4-(1-methyl-1,2,3,6-tetrahydropyridin-4-yl)phenyl)urea